Di(4-acetyl-benzyl) Methylphosphonate CP(OCC1=CC=C(C=C1)C(C)=O)(OCC1=CC=C(C=C1)C(C)=O)=O